NC1=C(C=C(C=N1)C1=NN(C(=N1)C1=CC(CC1)=O)C(C)C)C(F)(F)F 3-(3-(6-amino-5-(trifluoromethyl)pyridin-3-yl)-1-isopropyl-1H-1,2,4-triazol-5-yl)cyclopent-2-enone